O=C1NC2=CC=C(C=C2C1)C(=O)NC1(COC1)C1=CC=CC=C1 2-oxo-N-(3-phenyloxetan-3-yl)indoline-5-carboxamide